N(CCO)(CCO)CCO triEthanolamine